C1=CC=CC=2C3=CC=CC=C3C(C12)COC(=O)N[C@H](C(=O)OC(C)(C)C)CCC=1C=NC=CC1 tert-butyl (S)-2-((((9H-fluoren-9-yl)methoxy)carbonyl)amino)-4-(pyridin-3-yl)butanoate